ClC1=C(C=CC(=C1)S(=O)(=O)C)C1=C(N=C(N1)C1=NC=C(C=C1)F)C 2-[5-(2-Chloro-4-methylsulfonyl-phenyl)-4-methyl-1H-imidazol-2-yl]-5-fluoro-pyridine